(Z)-N'-(6,7-dihydroquinolin-8(5H)-ylidene)-6-(4-methylpyridin-2-yl)-2,6-diazaspiro[3.3]heptane-2-thiohydrazide N1=CC=CC=2CCC/C(/C12)=N/NC(=S)N1CC2(C1)CN(C2)C2=NC=CC(=C2)C